(E)-2-(4-methylbenzylidene)-2,3-dihydropyrrolizine-1-one disodium [Na].[Na].CC1=CC=C(\C=C/2\C(C3=CC=CN3C2)=O)C=C1